NC1=C2N=C(NC2=NC(=N1)OCCO)OC 2-((6-amino-8-methoxy-9H-purin-2-yl)oxy)ethan-1-ol